(R)-5-amino-N-((S)-1-(4-bromo-2-fluorophenyl)ethyl)-N,6-dimethyl-6,8-dihydro-1H-furo[3,4-d]pyrrolo[3,2-b]pyridine-2-carboxamide NC1=C2C(=C3C(=N1)C=C(N3)C(=O)N(C)[C@@H](C)C3=C(C=C(C=C3)Br)F)CO[C@@H]2C